BrC1=CC(=C(C(=O)O)C=C1)CC(=O)OCC 4-bromo-2-(2-ethoxy-2-oxoethyl)benzoic acid